1-(isocyanoethyl-sulfonyl)-4-methylbenzene [N+](#[C-])CCS(=O)(=O)C1=CC=C(C=C1)C